trans-(4-hydroxy-1-(4-iodo-6-morpholinylpyridin-2-yl)pyrrolidin-3-yl)carbamic acid benzyl ester C(C1=CC=CC=C1)OC(N[C@@H]1CN(C[C@H]1O)C1=NC(=CC(=C1)I)N1CCOCC1)=O